N-((3-chloropyridin-2-yl)methyl)oxazole-4-carboxamide ClC=1C(=NC=CC1)CNC(=O)C=1N=COC1